3-azetidineacetic acid methyl ester trifluoroacetate salt FC(C(=O)O)(F)F.COC(CC1CNC1)=O